N-(2,4-dimethylphenyl)-7-methyl-5-oxo-1-thioxo-4,5-dihydro-1H-thiazolo[3,4-a]quinazoline-3-carboxaMid CC1=C(C=CC(=C1)C)NC(=O)C=1SC(N2C1NC(C1=CC(=CC=C21)C)=O)=S